C(C1CO1)OCC(OCC(CO)O)COCC1CO1 3-(bis(glycidyloxymethyl)methoxy)-1,2-propanediol